N-(1-(5-chlorobenzofuran-2-carbonyl)piperidin-4-yl)-5-(4-chlorophenyl)-1,3,4-oxadiazole ClC=1C=CC2=C(C=C(O2)C(=O)N2CCC(CC2)N2COC(=N2)C2=CC=C(C=C2)Cl)C1